NC1=CC=C(C=N1)N1CC2CCC(C1)N2C(=O)OC(C)(C)C Tert-Butyl 3-(6-aminopyridin-3-yl)-3,8-diazabicyclo[3.2.1]octane-8-carboxylate